C(\C=C\C(=O)O)(=O)O.CN(CCC1=CNC2=CC=CC=C12)C.CN(CCC1=CNC2=CC=CC=C12)C N,N-dimethyltryptamine hemifumarate